trans-5-fluoroadamantan-2-yl isocyanate FC12CC3C(C(CC(C1)C3)C2)N=C=O